NC1=NC=2C=C(C=CC2C2=C1COC2)CN(C(=O)C=2C=NC(=NC2)C2CC2)C=2C=NN(C2Cl)C N-({4-amino-1H,3H-furo[3,4-c]quinolin-7-yl}methyl)-N-(5-chloro-1-methyl-1H-pyrazol-4-yl)-2-cyclopropylpyrimidine-5-carboxamide